2,4-dichloro-5-fluoro-pyrido[3,4-d]pyrimidine ClC=1N=C(C2=C(N1)C=NC=C2F)Cl